CN1C(=NC(=C1C1=CC=CC2=CC=CC=C12)C=1C=C2C=NN(C2=CC1)C)C1CC2(CN(C2)C(C=C)=O)C1 1-[6-[1-methyl-4-(1-methylindazol-5-yl)-5-(1-naphthyl)imidazol-2-yl]-2-azaspiro[3.3]heptan-2-yl]prop-2-en-1-one